Cl.N=1N2C(=CC1C=1C=C(C(=NC1)N)C(F)(F)F)[C@@]1(CC2)CNCC1 5-[(3S)-5',6'-dihydrospiro[pyrrolidine-3,4'-pyrrolo[1,2-b]pyrazol]-2'-yl]-3-(trifluoromethyl)pyridin-2-amine hydrochloride